3-cyclopropaneacrylate C1CC1C=CC(=O)[O-]